Cl.N[C@H]1C[C@@H](CC1)C(=O)NCC1=NC(=NO1)C1=CC=C(C=C1)CCCCCCCCCC (1R,3R)-3-amino-N-((3-(4-decylphenyl)-1,2,4-oxadiazol-5-yl)methyl)cyclopentane-1-carboxamide hydrochloride